(R)-(2-methylphenyl)-ethylene oxide CC1=C(C=CC=C1)[C@@H]1CO1